(1R,3aS,6aR)-1-methyl-hexahydropyrrolo[3,4-c]pyrrole-2(1H)-carboxylic acid tert-butyl ester C(C)(C)(C)OC(=O)N1[C@@H]([C@H]2CNC[C@H]2C1)C